OC1(CC1)C=1NC(=NN1)C1CC2(CN(C2)C(=O)N2CC3(C2)CC(C3)CC=3C=CC(=C(C#N)C3)C(F)(F)F)C1 5-[[2-[6-[5-(1-hydroxycyclopropyl)-4H-1,2,4-triazol-3-yl]-2-azaspiro[3.3]heptane-2-carbonyl]-2-azaspiro[3.3]heptan-6-yl]methyl]-2-(trifluoromethyl)benzonitrile